7-hydroxy-1-methyl-4-{4-[5-(2-methylphenyl)-1,3,4-oxadiazol-2-yl]piperidin-1-yl}-2-oxo-1,2-dihydroquinoline-3-carbonitrile OC1=CC=C2C(=C(C(N(C2=C1)C)=O)C#N)N1CCC(CC1)C=1OC(=NN1)C1=C(C=CC=C1)C